(S)-5-((1-(2-(4-(5-Cyclopropylpyrimidin-2-yl)piperazin-1-yl)-2-oxoethoxy)propan-2-yl)amino)-4-(trifluoromethyl)pyridazine-3(2H)-one C1(CC1)C=1C=NC(=NC1)N1CCN(CC1)C(COC[C@H](C)NC1=C(C(NN=C1)=O)C(F)(F)F)=O